N-(5-fluoro-2-nitro-4-(tetrazol-1-yl)phenyl)acetamide FC=1C(=CC(=C(C1)NC(C)=O)[N+](=O)[O-])N1N=NN=C1